C(N)(=N)C=1C=C(C=CC1)CC(C=1SC2=C(N1)C=CC(=C2)OC)NS(=O)(=O)C=2C=C(C(=O)NCCOC)C=CC2 3-[[2-(3-carbamimidoylphenyl)-1-(6-methoxy-1,3-benzothiazol-2-yl)ethyl]sulfamoyl]-N-(2-methoxyethyl)benzamide